ClC1=C(C=CC(=C1)F)C=1CCS(C2=C(C1C1=CC=C(C=C1)O[C@@H]1CN(CC1)CCCF)C=CC(=C2)O)(=O)=O 4-(2-chloro-4-fluoro-phenyl)-5-[4-[(3S)-1-(3-fluoropropyl)pyrrolidin-3-yl]oxyphenyl]-1,1-dioxo-2,3-dihydro-1λ6-benzothiepin-8-ol